ClC1=CC=C(CCNC2=NC=C(C(=N2)C)C2=NNC(O2)=O)C=C1 5-(2-((4-chlorophenethyl)amino)-4-methylpyrimidin-5-yl)-1,3,4-oxadiazol-2(3H)-one